C1NCCC2=CC=C(C(=C12)O)O 1,2,3,4-tetrahydroisoquinoline-7,8-diol